FC(C1CC(CCC1)C1=NC=C(C=N1)O)(F)F 2-[3-(Trifluoromethyl)cyclohexyl]pyrimidin-5-ol